tert-butyl 2-(4-(3-(2-(4-(5-(ethoxycarbonyl)pyrimidin-2-yl)piperazin-1-yl)ethoxy)propanoyl)piperazin-1-yl)-7,8-dihydropyrido[4,3-d]pyrimidine-6(5H)-carboxylate C(C)OC(=O)C=1C=NC(=NC1)N1CCN(CC1)CCOCCC(=O)N1CCN(CC1)C=1N=CC2=C(N1)CCN(C2)C(=O)OC(C)(C)C